OC1=C(N2C(C3=CC(=CC=C13)N1CCOCC1)=NC=N2)C(=O)NCC(=O)O (6-Hydroxy-9-morpholino-[1,2,4]triazolo[5,1-a]isoquinoline-5-carbonyl)glycine